tert-butyl (1-naphthoyl)-L-valinate C1(=CC=CC2=CC=CC=C12)C(=O)N[C@@H](C(C)C)C(=O)OC(C)(C)C